ClC1=NC=C(C(=N1)C1=NN(C2=CC=CC=C12)COC)Cl (2,5-dichloropyrimidin-4-yl)-1-(methoxymethyl)-1H-indazole